methyl 2-phenyl-3-azabicyclo[3.1.0]hex-2-ene-1-carboxylate C1(=CC=CC=C1)C=1C2(CC2CN1)C(=O)OC